CC1=CN2C(=C3C=NN(C(C3=C2C)=O)CC2=NN(C=C2)C)S1 2,5-dimethyl-7-((1-methyl-1H-pyrazol-3-yl)methyl)thiazolo[3',2':1,2]pyrrolo[3,4-d]pyridazin-6(7H)-one